BrCC1=CC(=C(C=C1)OC)Cl 4-(bromomethyl)-2-chloro-1-methoxy-benzene